(1S)-1-[(2R)-1-benzyl-2-methyl-pyrrolidin-2-yl]-2,2,2-trifluoro-ethanol C(C1=CC=CC=C1)N1[C@@](CCC1)(C)[C@@H](C(F)(F)F)O